NC=1C(N(C(=CC1C(=O)OCC)C)C)=O ethyl 3-amino-1,6-dimethyl-2-oxo-pyridine-4-carboxylate